(2,3,4-trimethylphenyl) 4,4'-biphenylbisphosphonate C1(=CC=C(C=C1)P([O-])(=O)OC1=C(C(=C(C=C1)C)C)C)C1=CC=C(C=C1)P([O-])(=O)[O-]